itaconyl-coenzyme A C(C(=C)CC(=O)O)(=O)SCCNC(CCNC([C@@H](C(COP(OP(OC[C@@H]1[C@H]([C@H]([C@@H](O1)N1C=NC=2C(N)=NC=NC12)O)OP(=O)(O)O)(=O)O)(=O)O)(C)C)O)=O)=O